NC1=C(C=C2CCN(CC2=C1)C(=O)OC(C)(C)C)OC tert-butyl 7-amino-6-methoxy-3,4-dihydroisoquinoline-2(1H)-carboxylate